N-(4-(4-amino-1-(3-hydroxycyclopentanyl)-1H-pyrazolo[3,4-d]pyrimidin-3-yl)benzyl)-5-fluoro-2-methoxybenzamide NC1=C2C(=NC=N1)N(N=C2C2=CC=C(CNC(C1=C(C=CC(=C1)F)OC)=O)C=C2)C2CC(CC2)O